3-cyclopropyl-1-((6,6-difluoro-4-methylspiro[2.3]hexan-4-yl)methyl)-4-(trifluoromethyl)-1H-pyrazole-5-carboxylic acid C1(CC1)C1=NN(C(=C1C(F)(F)F)C(=O)O)CC1(C2(CC2)C(C1)(F)F)C